methyl (1-(((tert-butoxycarbonyl)amino)methyl)cyclohexyl)glycinate C(C)(C)(C)OC(=O)NCC1(CCCCC1)NCC(=O)OC